C(#N)C1=C(C=CC(=N1)[C@@H]1CC[C@H](CC1)CN(C(=O)[C@@H]1CC[C@H](CC1)O)C1=NC=CC(=C1)C=1N=C(SC1)C1CC1)OC trans-N-((trans-4-(6-Cyano-5-methoxypyridin-2-yl)cyclohexyl)methyl)-N-(4-(2-cyclopropylthiazol-4-yl)pyridine-2-yl)-4-hydroxycyclohexanecarboxamide